CN(C=1C=NC2=CC=C(N=C2C1)C=1C(=NNC1)C1=NC(=CC=C1)C)CCN1CCOCC1 N-methyl-6-[3-(6-methyl-2-pyridyl)-1H-pyrazol-4-yl]-N-(2-morpholinoethyl)-1,5-naphthyridin-3-amine